Methyl 2-(((benzyloxy)carbonyl)amino)-5-((4-(benzyloxy)pyrimidin-2-yl)amino)pentanoate C(C1=CC=CC=C1)OC(=O)NC(C(=O)OC)CCCNC1=NC=CC(=N1)OCC1=CC=CC=C1